C(CCC)C(CCC)(OCl)CCCC.[Sn] tin di-n-butylbutoxychloride